(2S,3R)-3-(tert-butoxy)-2-(3-(tert-butyl)ureido)-N-((S)-3-cyclohexyl-1-oxo-1-(((S)-1-oxo-3-((S)-2-oxopyrrolidin-3-yl)propan-2-yl)amino)propan-2-yl)butanamide C(C)(C)(C)O[C@@H]([C@@H](C(=O)N[C@H](C(N[C@H](C=O)C[C@H]1C(NCC1)=O)=O)CC1CCCCC1)NC(=O)NC(C)(C)C)C